14,18-Dimethyltetratriacontane CC(CCCCCCCCCCCCC)CCCC(CCCCCCCCCCCCCCCC)C